(1S,2R,3R,5R)-3-(hydroxymethyl)-5-((4-((6-(2-hydroxypropan-2-yl)pyridin-2-yl)amino)-5-Methylthieno[2,3-d]pyrimidin-2-yl)amino)cyclopentane-1,2-diol OC[C@@H]1[C@H]([C@H]([C@@H](C1)NC=1N=C(C2=C(N1)SC=C2C)NC2=NC(=CC=C2)C(C)(C)O)O)O